BrC=1C(=NC(=NC1)NC1=C(C=C(C(=C1)C=1C=NN(C1)CC)N1CCN(CC1)C1CCNCC1)OC)NC=1C=C2N=CC=NC2=CC1 6-((5-bromo-2-((5-(1-ethyl-1H-pyrazole-4-yl)-2-methoxy-4-(4-(piperidin-4-yl)piperazin-1-yl)phenyl)amino)pyrimidin-4-yl)amino)quinoxaline